1-(8-((4-Bromophenyl)sulfonyl)-5-oxa-2,8-diazaspiro[3.5]nonan-2-yl)-2-chloroethan-1-one BrC1=CC=C(C=C1)S(=O)(=O)N1CCOC2(CN(C2)C(CCl)=O)C1